NC=1C(=CC2=C(OCC3N2CCOC3)C1)C(=O)[O-] 8-Amino-1,2,4a,5-tetrahydro-4H-benzo[b][1,4]oxazino[4,3-d][1,4]oxazine-9-carboxylate